FC1([C@H](OC1)[C@]1(CN(CC1)CC=1SC=C(N1)C(F)(F)F)CCC1=CC=C(C#N)C=C1)F |o1:2| 4-(2-((R)-3-((R or S)-3,3-difluorooxetan-2-yl)-1-((4-(trifluoromethyl)thiazol-2-yl)methyl)pyrrolidin-3-yl)ethyl)benzonitrile